potassium 1,4-butanedisulfonate C(CCCS(=O)(=O)[O-])S(=O)(=O)[O-].[K+].[K+]